OC(C(=O)SCCNC(CCNC([C@@H](C(COP(OP(OC[C@@H]1[C@H]([C@H]([C@@H](O1)N1C=NC=2C(N)=NC=NC12)O)OP(=O)(O)O)(=O)O)(=O)O)(C)C)O)=O)=O)CC(CC(=O)O)O 2,4-dihydroxyadipyl-CoA